O=C1NC(CCC1N1C(C2=CC=C(C=C2C1=O)CN1CCC(CC1)C1=CSC=C1)=O)=O 2-(2,6-dioxopiperidin-3-yl)-5-((4-(thiophen-3-yl)piperidin-1-yl)methyl)isoindoline-1,3-dione